3-{[2-(2H-1,3-Benzodioxol-5-yl)-1-methyl-ethyl]-N-methylcarbamoyl}propanoic acid O1COC2=C1C=CC(=C2)CC(C)N(C(=O)CCC(=O)O)C